NCCCNCCNCCCN N,N'-bis(3-aminopropyl)-ethylenediamine